(S)-6-((4-bromophenoxy)methyl)-2,2-bis(methoxymethyl)-1,4-dioxane BrC1=CC=C(OC[C@@H]2COCC(O2)(COC)COC)C=C1